(R)-2-(5-((4-((1-(3-(difluoromethyl)-2-fluorophenyl)ethyl)amino)-2-methylquinazolin-6-yl)(methyl)amino)-2-oxopyrimidin-1(2H)-yl)-N,N-dimethylacetamide FC(C=1C(=C(C=CC1)[C@@H](C)NC1=NC(=NC2=CC=C(C=C12)N(C=1C=NC(N(C1)CC(=O)N(C)C)=O)C)C)F)F